F[C@H]1[C@H](C[C@@]2(C=C[C@H]1N2C)C)OC2=CC=C(N=N2)C2=C(C=C(C=C2)N2C=NN=C2)O 2-(6-(((1R,3S,4R,5R)-4-fluoro-1,8-dimethyl-8-azabicyclo[3.2.1]oct-6-en-3-yl)oxy)pyridazin-3-yl)-5-(4H-1,2,4-triazol-4-yl)phenol